(S)-5-((3-methyl-6-nitro-2-oxo-2,3-dihydro-1H-benzo[d]imidazol-1-yl)methyl)oxazolidin-2-one CN1C(N(C2=C1C=CC(=C2)[N+](=O)[O-])C[C@@H]2CNC(O2)=O)=O